O[C@@H](CN1[C@@H]2[C@H](CC1)CN(C2)C(C)=O)[C@H]([C@@H]([C@@H](CO)O)O)O ((3aR,6aR)-1-((2S,3R,4R,5R)-2,3,4,5,6-pentahydroxyhexyl)hexahydropyrrolo[3,4-b]pyrrol-5(1H)-yl)ethan-1-one